N-lysyl-lysyldimethylamide N[C@@H](CCCCN)C(=O)N[C@@H](CCCCN)C(=O)C[N-]C